BrC1=CC(=C(C=C1F)N1C(C=CC2=CC(=CC=C12)S(=O)(=O)OC1=C(C(=C(C(=C1F)F)F)F)F)=O)OC perfluorophenyl (P)-1-(4-bromo-5-fluoro-2-methoxyphenyl)-2-oxo-1,2-dihydroquinoline-6-sulfonate